bis(5-amino-2-pyridyl)-N,N'-dimethylethylenediamine NC=1C=CC(=NC1)N(CCN(C)C1=NC=C(C=C1)N)C